FC1=C(C=C(C=C1)F)C1=C(C(=NC=C1)C1CCC(CC1)O)NC(=O)C=1C=NC(=NC1)C(C)C N-(4-(2,5-difluorophenyl)-2-(4-hydroxycyclohexyl)pyridin-3-yl)-2-isopropylpyrimidine-5-carboxamide